indium iron sulfide [Fe]=S.[In]